2-(2-(cyclopropanesulfonamido)pyrimidin-4-yl)-N-(5-(6-(2,2,2-trifluoroethoxy)pyrazin-2-yl)pyridin-2-yl)butanamide C1(CC1)S(=O)(=O)NC1=NC=CC(=N1)C(C(=O)NC1=NC=C(C=C1)C1=NC(=CN=C1)OCC(F)(F)F)CC